N-(2-hydroxy-3-(3-(bis(trimethylsilyloxy)-methylsilyl)-propyloxy)propyl)acrylamide OC(CNC(C=C)=O)COCCC[Si](C)(O[Si](C)(C)C)O[Si](C)(C)C